N-(1-(3-bromo-2-fluorophenyl)ethyl)cyclopropanamine BrC=1C(=C(C=CC1)C(C)NC1CC1)F